3-(5-((5-benzhydryl-2,5-diazabicyclo[2.2.2]oct-2-yl)methyl)-7-fluoro-1-oxoisoindolin-2-yl)piperidine-2,6-dione C(C1=CC=CC=C1)(C1=CC=CC=C1)N1C2CN(C(C1)CC2)CC=2C=C1CN(C(C1=C(C2)F)=O)C2C(NC(CC2)=O)=O